L-selenomethionine methyl ester COC([C@@H](N)CC[Se]C)=O